CC(CCCC(=O)O)(C)OC.C(CC)OCCC monopropyl ether 3-methyl-3-methoxybutyl-acetate